N-(3,4-difluorophenyl)methyl-5-((2S)-11-[2-(p-fluorophenyl)ethyl]-10-(5-methyl-1,3-oxazol-2-yl)-7-oxo-6,12-diazatricyclo[6.4.0.02,6]dodeca-1(8),9,11-trien-9-yl)-2-thenamide FC=1C=C(C=CC1F)CNC(C1=CC=C(S1)C=1C=2C(N3CCC[C@H]3C2N=C(C1C=1OC(=CN1)C)CCC1=CC=C(C=C1)F)=O)=O